2-(benzyloxy)cyclopentane-1-one C(C1=CC=CC=C1)OC1C(CCC1)=O